CS[Sn](SC1SCC1)(SC1SCC1)SCCC methylthio(propylthio)bis(thietanylthio)tin